CN1CCN(CC1)C1=CC=C(C=C1)C1(NNC(=N1)N)N 3-(4-(4-N-methylpiperazino)phenyl)-1H-1,2,4-triazole-3,5-diamine